2-keto-adipaldehyde O=C(C=O)CCCC=O